The molecule is a cationic sphingoid obtained by the protonation of the amino group of 1-deoxymethyl-3-dehydrosphinganine. It is a cationic sphingoid and a Deoxymethylsphingoid base. It is a conjugate acid of a 1-deoxymethyl-3-dehydrosphinganine. CCCCCCCCCCCCCCCC(=O)C[NH3+]